CC=1C=C2C(=NC1)CN(C2=O)C 3,6-dimethyl-6,7-dihydro-5H-pyrrolo[3,4-b]pyridin-5-one